C(#N)[C@H](C[C@H]1C(NCC1)=O)NC([C@H](CC1CC1)NC(OCCOCCOC)=O)=O 2-(2-methoxyethoxy)ethyl N-[(1S)-2-[[(1S)-1-cyano-2-[(3S)-2-oxopyrrolidin-3-yl]ethyl]amino]-1-(cyclopropylmethyl)-2-oxo-ethyl]carbamate